(3R)-3-(1-bromo-8-chloro-imidazo[1,5-a]pyrazin-3-yl)piperidine-1-carboxylic acid benzyl ester C(C1=CC=CC=C1)OC(=O)N1C[C@@H](CCC1)C1=NC(=C2N1C=CN=C2Cl)Br